C12CNC(C1)(C2)COC2=C(N(N=C2)C)C2=CC=1N(C=C2)N=C(C1)NC1=NC(=NC(=C1)C)C 5-[4-(3-azabicyclo[2.1.1]hexan-4-ylmethoxy)-2-methyl-pyrazol-3-yl]-N-(2,6-dimethylpyrimidin-4-yl)pyrazolo[1,5-a]pyridin-2-amine